C12CC(CC2C1)C(=O)OCC ethyl bicyclo[3.1.0]hexane-3-carboxylate